4-((1R,5S)-3,8-diazabicyclo[3.2.1]octan-3-yl)-7-(8-chloronaphthalen-1-yl)-8-fluoro-2-((2-phenyltetrahydro-1H-pyrrolizin-7a(5H)-yl)methoxy)pyrido[4,3-d]pyrimidine bis-hydrochloride salt Cl.Cl.[C@H]12CN(C[C@H](CC1)N2)C=2C1=C(N=C(N2)OCC23CCCN3CC(C2)C2=CC=CC=C2)C(=C(N=C1)C1=CC=CC2=CC=CC(=C12)Cl)F